3-(2,3',5'-trichloro-2',6-difluoro-6'-hydroxy-[1,1'-biphenyl]-4-yl)-5,6-dihydro-[1,2,4]triazolo[4,3-a]pyrazin ClC1=C(C(=CC(=C1)C1=NN=C2N1CCN=C2)F)C2=C(C(=CC(=C2O)Cl)Cl)F